(R)-4-(propionyloxy)hexanoic acid C(CC)(=O)O[C@@H](CCC(=O)O)CC